C1(CCC(N1C(C(=O)O)CC(=O)O)=O)=O.C1(CCC(N1C(C(=O)O)CC(=O)O)=O)=O.C(CO)O ethylene glycol-bis(succinimidyl succinate)